ClCC(=O)OCCCCCCCCCCCCCCCCCCCC eicosanyl chloroacetate